C(\C=C\C1CC=C(C=C1)O)(=O)OCC ethyl dihydrop-coumarate